2-methyl-1-(2-(5-(p-tolyl)-1H-imidazol-2-yl)piperidin-1-yl)butan-3-en-1-one CC(C(=O)N1C(CCCC1)C=1NC(=CN1)C1=CC=C(C=C1)C)C=C